(E)-3-(2,5-difluoro-4-tolyl)acrolein FC1=C(C=C(C(=C1)/C=C/C=O)F)C